2-(7-((2,3-dichlorophenyl)(pyridin-2-ylamino)methyl)-8-hydroxyquinolin-5-yl)acetic acid ClC1=C(C=CC=C1Cl)C(C1=CC(=C2C=CC=NC2=C1O)CC(=O)O)NC1=NC=CC=C1